C(C)N(C1=CC=C(C=C1)C1C2=C(C=3C=4C=CC=NC4C=CC3N1)CC(CC2=O)(C)C)CC 8-(4-(diethylamino)phenyl)-11,11-dimethyl-8,10,11,12-tetrahydrobenzo[a][4,7]phenanthrolin-9(7H)-one